FC(C1=C(C(C2=CC=CC=C2)OC2CN(C2)C(=O)NC(C)(C)C)C=CC=C1)(F)F 3-[2-(trifluoromethyl)benzhydryloxy]-N-(tert-butyl)azetidine-1-carboxamide